CN(C1CCC(CC1)NC=1N=CC2=C(N1)C=CN(C2=O)C2=CC(=C(C=C2)NS(=O)(=O)CC2=CC=C(C=C2)F)F)C N-(4-(2-(((1r,4r)-4-(dimethylamino)cyclohexyl)amino)-5-oxopyrido[4,3-d]pyrimidin-6(5H)-yl)-2-fluorophenyl)-1-(4-fluorophenyl)methanesulfonamide